3-bromo-α-methylstyrene BrC=1C=C(C(=C)C)C=CC1